3-(3,5-dimethylisoxazol-4-yl)-1-[(4-methylphenyl)dioxy-λ6-sulfenyl]-5-[4-(4-methylpiperazin-1-yl)phenyl]pyrrolo[2,3-b]pyridine CC1=NOC(=C1C1=CN(C2=NC=C(C=C21)C2=CC=C(C=C2)N2CCN(CC2)C)[SH4]OOC2=CC=C(C=C2)C)C